(R)-N-(Bicyclo[4.2.0]oct-1(6),2,4-trien-3-ylmethylidene)-2-methylpropane-2-sulfenamide C1=2C=C(C=CC2CC1)C=NSC(C)(C)C